ButoxyBenzoic Acid CCCCOC1=CC=CC=C1C(=O)O